4-methyl-2-(3-(1-methylazetidin-3-yl)phenoxy)-1-((2-(trimethylsilyl)ethoxy)methyl)-1H-imidazole CC=1N=C(N(C1)COCC[Si](C)(C)C)OC1=CC(=CC=C1)C1CN(C1)C